3-(5-((2-fluoro-4-(morpholinomethyl)benzyl)amino)-2-methyl-4-oxoquinazolin-3(4H)-yl)piperidine-2,6-dione FC1=C(CNC2=C3C(N(C(=NC3=CC=C2)C)C2C(NC(CC2)=O)=O)=O)C=CC(=C1)CN1CCOCC1